CN1C(N(CCC1)C)=O 1,3-dimethyl-3,4,5,6-tetrahydro-2-pyrimidone